C1(=CC=CC=C1)C1=NN=C(O1)C1=CC=CC=C1 4-(5-phenyl-1,3,4-oxadiazole-2-yl)benzene